OC1=NOC(=C1)C(=O)N hydroxyisoxazole-5-carboxamide